(3R)-1-(6-chloro-7-(8-ethynyl-3-hydroxynaphthalen-1-yl)-8-fluoro-2-(((2R,7aS)-2-fluorotetrahydro-1H-pyrrolizin-7a(5H)-yl)methoxy)quinazolin-4-yl)-3-methylpiperidin-3-ol ClC=1C=C2C(=NC(=NC2=C(C1C1=CC(=CC2=CC=CC(=C12)C#C)O)F)OC[C@]12CCCN2C[C@@H](C1)F)N1C[C@@](CCC1)(O)C